N-(2-cyano-3-((3,4-dihydro-2H-pyrimido[1,2-c]quinazolin-10-yl)oxy)phenyl)propane-1-sulfonamide C(#N)C1=C(C=CC=C1OC1=CC=2C=3N(C=NC2C=C1)CCCN3)NS(=O)(=O)CCC